NC1=CN(CC1)C1=CC(=C(C=C1[N+](=O)[O-])NC1=NC=CC(=N1)C1=CN(C2=CC=CC=C12)C)OC N-[4-(3-Aminopyrrolin-1-yl)-2-methoxy-5-nitrophenyl]-4-(1-methyl-1H-indol-3-yl)pyrimidin-2-amine